BrC1=CC=C(C=C1)C1=NOC(=N1)C1=CC=C(C=C1)NC(=O)C1CN(C(C1)=O)CC=1C=NC=CC1 N-{4-[3-(4-Bromophenyl)-1,2,4-oxadiazol-5-yl]phenyl}-5-oxo-1-[(pyridin-3-yl)methyl]-pyrrolidine-3-carboxamide